isoglutamyl-L-alanine N[C@@H](CCC(=O)N[C@@H](C)C(=O)O)C(N)=O